tert-butyl 5-[(tert-butyldimethylsilyl)oxy]-2-{2-fluoro-6-[3-(hydroxyethyl)azetidin-1-yl]pyridin-3-yl}-1H-indole-1-carboxylate [Si](C)(C)(C(C)(C)C)OC=1C=C2C=C(N(C2=CC1)C(=O)OC(C)(C)C)C=1C(=NC(=CC1)N1CC(C1)CCO)F